[C@H]12OC[C@H](N(C1)C1=NC=CC(=C1)OC1=CC(=C(C=C1)NC1=NC=NC3=CC(=C(C=C13)NC1CCN(CC1)C(C=C)=O)OC)F)C2 1-(4-((4-((4-((2-((1R,4R)-2-oxa-5-azabicyclo[2.2.1]heptan-5-yl)pyridin-4-yl)oxy)-2-fluorophenyl)amino)-7-methoxyquinazolin-6-yl)amino)piperidin-1-yl)prop-2-en-1-one